C(#N)C=1C=C(C=C(C1)F)N1C(N(C(C1)=O)CC(=O)N[C@@H]([C@@H](C(=O)NCC=1SC=CN1)O)CC1=CC=CC=C1)=O (2s,3r)-3-(2-(3-(3-cyano-5-fluorophenyl)-2,5-dioxoimidazolin-1-yl)acetamido)-2-hydroxy-4-phenyl-N-(thiazol-2-ylmethyl)butanamide